5-bromo-6-fluoro-3-iodo-1-tetrahydropyran-2-yl-indazole BrC=1C=C2C(=NN(C2=CC1F)C1OCCCC1)I